(3R)-3-amino-5-[(4-chlorophenyl)methyl]-7-[5-[(3,3-difluoro-1-methyl-cyclobutyl)amino]-1,2,4-oxadiazol-3-yl]-8-fluoro-1,1-dioxo-2,3-dihydro-1lambda6,5-benzothiazepin-4-one N[C@H]1CS(C2=C(N(C1=O)CC1=CC=C(C=C1)Cl)C=C(C(=C2)F)C2=NOC(=N2)NC2(CC(C2)(F)F)C)(=O)=O